COC1=C(C=CC=C1)C=1C=CC=2N(N1)C(=CN2)C2=CC=NC=C2 6-(2-methoxyphenyl)-3-(4-pyridyl)imidazo[1,2-b]pyridazine